C(\C=C/C(=O)[O-])(=O)OCCCCCC(CC)CC di-(2-ethyl)-hexyl maleate